ClC=1C=CC(=NC1)C1(OC2=C(O1)C=CC=C2C2CCC(CO2)CC2=NC1=C(N2C[C@H]2OCC2)C=C(C=C1)C(=O)O)C 2-((6-(2-(5-chloropyridin-2-yl)-2-methylbenzo[d][1,3]dioxol-4-yl)tetrahydro-2H-pyran-3-yl)methyl)-1-(((S)-oxetan-2-yl)methyl)-1H-benzo[d]imidazole-6-carboxylic acid